naphthyl anthranilate C(C=1C(N)=CC=CC1)(=O)OC1=CC=CC2=CC=CC=C12